C(C)(=O)N1CCC2=CC(=CC=C12)S(=O)(=O)C1=NN(CC1CC)C(=O)NCC (1-acetylindolin-5-ylsulfonyl)-N,4-diethyl-4,5-dihydro-1H-pyrazole-1-carboxamide